2-(ethoxycarbonyl)-4-methylthiazole-5-carboxylic acid C(C)OC(=O)C=1SC(=C(N1)C)C(=O)O